L-alanine 3-morpholinopropyl ester O1CCN(CC1)CCCOC([C@@H](N)C)=O